bicycloheptenedimethanol C1(=C(C(CCCC1)CO)CO)C1=CCCCCC1